2-methylpyrazolo[1,5-a]pyrimidin-5-ol CC1=NN2C(N=C(C=C2)O)=C1